S'-(2,3-bis((tert-butoxycarbonyl)amino)butane-1,4-diyl) diethanethioate C(C)(OCC(C(COC(C)=S)NC(=O)OC(C)(C)C)NC(=O)OC(C)(C)C)=S